CN(C[C@@H](C)OC1=C2C(=NC=NC2=CC(=C1)N1C(CCC1)=O)NC=1C(=C2C=CC=NC2=CC1)F)C (R)-1-(5-((1-(dimethylamino)propan-2-yl)oxy)-4-((5-fluoroquinolin-6-yl)amino)quinazolin-7-yl)pyrrolidin-2-one